2-amino-6-(2-methoxy-4-(pyrrolidin-1-ylmethyl)benzyl)-4-((2-methoxyethyl)amino)pyridine NC1=NC(=CC(=C1)NCCOC)CC1=C(C=C(C=C1)CN1CCCC1)OC